C1(C=CC(N1C1=CC=C(C=C1)CCCC(=O)O)=O)=O 4-(p-maleimidophenyl)-butyric acid